3-Acetamidopiperidine C(C)(=O)NC1CNCCC1